2,6-dihydroxy-5'-methyl-4-pentyl-2'-(prop-1-en-2-yl)-N-(pyrimidin-5-ylmethyl)-[1,1'-biphenyl]-3-carboxamide OC1=C(C(=CC(=C1C(=O)NCC=1C=NC=NC1)CCCCC)O)C1=C(C=CC(=C1)C)C(=C)C